C(C)OC1C(NC(N1CCCC)=O)=O 5-ethoxy-1-butylhydantoin